N-Methyl-N-phenyl-5-[[(3S)-1-[2-oxo-2-[(2S,4S)-2-cyano-4-fluoro-pyrrolidin-1-yl]ethyl]pyrrolidin-3-yl]amino]chinolin-8-carboxamid CN(C(=O)C=1C=CC(=C2C=CC=NC12)N[C@@H]1CN(CC1)CC(N1[C@@H](C[C@@H](C1)F)C#N)=O)C1=CC=CC=C1